(R)-(3-(1-cyclopropyl-1H-pyrazol-5-yl)-8-methyl-5,6-dihydro-[1,2,4]triazolo[4,3-a]pyrazin-7(8H)-yl)(4-fluorophenyl)methanone C1(CC1)N1N=CC=C1C1=NN=C2N1CCN([C@@H]2C)C(=O)C2=CC=C(C=C2)F